ClC1=C2COC(=O)C2=C(C(=C1Cl)Cl)Cl 4,5,6,7-tetrachlorophthalide